calcium bisphosphonate P([O-])([O-])=O.P([O-])([O-])=O.[Ca+2].[Ca+2]